7-(2,6,8-trifluoro-7-(7-fluoro-3-(methoxymethoxy)-8-((Triisopropylsilyl)ethynyl)naphth-1-yl)quinazolin-4-yl)-1,3,7-triazaspiro[4.5]decan-2-one FC1=NC2=C(C(=C(C=C2C(=N1)N1CC2(CNC(N2)=O)CCC1)F)C1=CC(=CC2=CC=C(C(=C12)C#C[Si](C(C)C)(C(C)C)C(C)C)F)OCOC)F